rel-1-[5-(pyridin-4-yl)-1H-pyrazole-3-carbonyl]-N-[(1r,4r)-4-phenylcyclohexyl]piperidine-4-carboxamide N1=CC=C(C=C1)C1=CC(=NN1)C(=O)N1CCC(CC1)C(=O)NC1CCC(CC1)C1=CC=CC=C1